C(C)C1=CSC(=C1)C1=NC=NC(=C1)NCCN1C(=CC2=C(C=CC(=C12)F)OC)C 3-Ethyl-5-{6-[2-(7-fluoro-4-methoxy-2-methyl-indol-1-yl)-ethylamino]-pyrimidin-4-yl}-thiophen